CC1CC(CCC1)NF 2-methyl-6-Cyclohexylaminofluorane